C(C)(C)(C)OC(=O)NC1(CC2=CC(=CC=C2CC1)OC1=C(C=CC=C1)C1=C(C(=CC(=C1)F)Cl)Cl)C(=O)OC methyl 2-((tert-butoxycarbonyl)amino)-7-((2',3'-dichloro-5'-fluoro-[1,1'-biphenyl]-2-yl)oxy)-1,2,3,4-tetrahydronaphthalene-2-carboxylate